OC(=CCC=CCCCCCCCC(=O)O)CCCCC 13-Hydroxyoctadeca-9,12-dienoic acid